N-(4-([1,2,4]triazolo[1,5-c]pyrimidin-7-yloxy)-3-methylphenyl)-6-methoxy-5-((1-methylpyrrolidin-3-yl)oxy)quinazolin-4-amine N=1C=NN2C=NC(=CC21)OC2=C(C=C(C=C2)NC2=NC=NC1=CC=C(C(=C21)OC2CN(CC2)C)OC)C